1-methyl-2,3-dihydro-1H-indol-5-amine hydrochloride Cl.CN1CCC2=CC(=CC=C12)N